3-cyclopropyl-N-(4-(2,5-difluorophenyl)-6-(5,5-difluorotetrahydro-2H-pyran-2-yl)pyrimidin-5-yl)isoxazole-5-carboxamide C1(CC1)C1=NOC(=C1)C(=O)NC=1C(=NC=NC1C1OCC(CC1)(F)F)C1=C(C=CC(=C1)F)F